COC1=NC=C(C=C1)NS(=O)(=O)C1=CC(=C(C=C1)N1CCN(CC1)CC1=CC=C(C=C1)[N+](=O)[O-])[N+](=O)[O-] N-(2-methoxypyridin-5-yl)-3-nitro-4-{4-[(4-nitrophenyl)methyl]piperazin-1-yl}benzenesulfonamide